ClC=1C=C(C=CC1F)NC(=O)[C@H]1N(S(N[C@@H](C1)C=1SC(=CN1)C=1N=CN(C1)C)(=O)=O)C (3S,5S)-N-(3-chloro-4-fluorophenyl)-2-methyl-5-(5-(1-methyl-1H-imidazol-4-yl)thiazol-2-yl)-1,2,6-thiadiazinane-3-carboxamide 1,1-dioxide